2-CYCLOHEXYL-6,7-DIFLUORO-1H-INDOLE-3-CARBOXALDEHYDE C1(CCCCC1)C=1NC2=C(C(=CC=C2C1C=O)F)F